COC=1C=C(C=CC1OC)C=1NC2=CC=C(C=C2C1C(C)C)C=1OC(=NN1)C1CNCC1 2-(2-(3,4-dimethoxyphenyl)-3-isopropyl-1H-indol-5-yl)-5-(pyrrolidin-3-yl)-1,3,4-oxadiazole